2-((2S)-1-Acryloyl-4-(7-(4-methoxyindolin-1-yl)-2-(2-(pyrrolidin-1-yl)ethoxy)-5,6,7,8-tetrahydroquinazolin-4-yl)piperazin-2-yl)acetonitrile C(C=C)(=O)N1[C@H](CN(CC1)C1=NC(=NC=2CC(CCC12)N1CCC2=C(C=CC=C12)OC)OCCN1CCCC1)CC#N